C(O[C@@H]1[C@](O[C@H]([C@@H]1OC(OCC)=O)C1=CC=C2C(=NC=NN21)N)(COC(=O)OCC)C#N)(OCC)=O (2R,3S,4S,5S)-5-(4-aminopyrrolo[2,1-f][1,2,4]triazin-7-yl)-2-cyano-2-(((ethoxycarbonyl)oxy)methyl)tetrahydrofuran-3,4-diyl diethyl bis(carbonate)